octanoylthio-1-propyltriethoxysilane C(CCCCCCC)(=O)SC(C)O[Si](CCC)(OCC)OCC